(5-Bromo-2-chlorophenyl)(4-(2-cyclopropyloxyethoxy)phenyl)methanone BrC=1C=CC(=C(C1)C(=O)C1=CC=C(C=C1)OCCOC1CC1)Cl